ClC1=CC(=C(COC=2C=CC(=C(C2)N2CCN(CC2)CC2=NC3=C(N2C[C@H]2OCC2)C=C(C=C3)C(=O)O)F)C=C1)F (S)-2-((4-(5-(4-chloro-2-fluorobenzyloxy)-2-fluorophenyl)piperazin-1-yl)methyl)-1-(oxetan-2-ylmethyl)-1H-benzo[d]imidazole-6-carboxylic acid